1-methylsulfonylnaphthalene CS(=O)(=O)C1=CC=CC2=CC=CC=C12